C(CCC)(=O)C1=NC2=C3N=CC=CC3=CC=C2C=C1 butyryl-1,10-phenanthroline